OCC1CCN(CC1)C1=NC=C(C=N1)N1C(CCCC1=O)=O (2-(4-(hydroxymethyl)piperidin-1-yl)pyrimidin-5-yl)piperidine-2,6-dione